O1CC(=CC1)C=1C=CC(=C(C1)O)C1=NN=C(C2=CC=CC=C12)N[C@H]1CN(CCC1)C 5-(2,5-dihydrofuran-3-yl)-2-(4-{[(3R)-1-methylpiperidin-3-yl]amino}phthalazin-1-yl)phenol